N-[5-(5-methylfuran-2-yl)-2-(oxolan-3-yl)-[1,2,4]triazolo[1,5-c]pyrimidin-7-yl]cyclopropanecarboxamide CC1=CC=C(O1)C1=NC(=CC=2N1N=C(N2)C2COCC2)NC(=O)C2CC2